C(C(=C)C)(=O)OCCCO[SiH2]C(O[Si](C)(C)C)O[Si](C)(C)C [bis(trimethylsiloxy)methylsiloxy]-propyl methacrylate